CC1N(CCC1C)C1=NC(=NC=C1C(F)(F)F)NC1=CC=C(C=C1)N1C[C@@H](CCC1)O (3R)-1-(4-{[4-(2,3-dimethylpyrrolidin-1-yl)-5-(trifluoromethyl)pyrimidin-2-yl]amino}phenyl)piperidine-3-ol